Barium-Copper Oxide [Cu]=O.[Ba]